COC1=C(C=CC(=C1)NC1CCN(CC1)C)NC1=CC(=NN1)C1=CC=C(S1)C#N 5-(5-(2-methoxy-4-((N-methylpiperidin-4-yl)amino)phenylamino)-1H-pyrazol-3-yl)thiophene-2-carbonitrile